C(C)(C)(C)OC(=O)N[C@@H]1CN(CC[C@H]1F)C1=NC2=C(N1CC(=O)O)C=C(C(=C2)F)F (2-((3R,4R)-3-((tert-Butoxycarbonyl)amino)-4-fluoropiperidin-1-yl)-5,6-difluoro-1H-benzo[d]imidazol-1-yl)acetic acid